(4-(4-(benzo[d]thiazol-5-ylamino)thieno[2,3-b]pyridin-2-yl)azepan-1-yl)ethan-1-one S1C=NC2=C1C=CC(=C2)NC2=C1C(=NC=C2)SC(=C1)C1CCN(CCC1)C(C)=O